2-((((9H-Fluoren-9-yl)methoxy)carbonyl)(methyl)amino)-4-(4-ethylphenyl)butanoic acid C1=CC=CC=2C3=CC=CC=C3C(C12)COC(=O)N(C(C(=O)O)CCC1=CC=C(C=C1)CC)C